C1(CC1)N1C(C(=C(C=C1C(F)(F)F)NC(=O)C1=NC=C(C=C1S(=O)(=O)CC)C1=CC=C(C=C1)C1CC1)NC)=O N-[1-cyclopropyl-3-(methylamino)-2-oxo-6-(trifluoromethyl)pyridin-4-yl]-5-(4-cyclopropylphenyl)-3-(ethanesulfonyl)pyridine-2-carboxamide